2-[6-(6-methyl-1,6-diazaspiro[3.5]non-1-yl)[1,3]thiazolo[4,5-c]pyridazin-3-yl]-5-(1H-pyrazol-4-yl)phenol dihydrochloride Cl.Cl.CN1CC2(CCN2C=2SC3=C(N=NC(=C3)C3=C(C=C(C=C3)C=3C=NNC3)O)N2)CCC1